2-(4-Chlorophenyl)acetic acid ClC1=CC=C(C=C1)CC(=O)O